dodecyl-monophenol C(CCCCCCCCCCC)C1=C(C=CC=C1)O